O=C1C2C3C2CC1C3C(=O)O trans-3-oxotricyclo[2.2.1.02,6]heptane-7-carboxylic acid